C1(=CC=CC=C1)C=CC=C phenyl-1,3-butadiene